1,3-dihydroxyprop-2-yl pentadecanoate C(CCCCCCCCCCCCCC)(=O)OC(CO)CO